C1(=CC=CC=C1)C(CC1SC[C@H](N1)C(=O)OCC)C ethyl (±)-(4R)-2-(2-phenylpropyl)thiazolidine-4-carboxylate